COC1=C(O/C(/C(=O)OC)=C\C(=O)OC)C=CC=C1 Dimethyl 2-(2-methoxyphenoxy)fumarate